{3-[4-(7H-pyrrolo[2,3-d]pyrimidin-4-yl)-1H-pyrazol-1-yl]-1-[1-(2,3,6-trifluorobenzoyl)piperidin-4-yl]azetidin-3-yl}acetonitrile N1=CN=C(C2=C1NC=C2)C=2C=NN(C2)C2(CN(C2)C2CCN(CC2)C(C2=C(C(=CC=C2F)F)F)=O)CC#N